6-bromobenzo[d]oxazole-2(3H)-thione BrC1=CC2=C(NC(O2)=S)C=C1